C(C1=CC=CC=C1)OC(=O)N1CCC(CC1)OC1CC(C1)OC1=NC=CC(=C1)N1C2(COC2)CN(CC1)C(=O)OC(C)(C)C tert-butyl 5-[2-[3-[(1-benzyloxycarbonyl-4-piperidyl)oxy]cyclobutoxy]-4-pyridyl]-2-oxa-5,8-diazaspiro[3.5]nonane-8-carboxylate